P(=O)(=O)S(=O)(=O)[O-] Phosphosulfonate